tert-butyl 4-(((S)-5-(2-(2-aminopyridin-3-yl)-5-(1H-pyrazol-1-yl)-3H-imidazo[4,5-b]pyridin-3-yl)-2,3-dihydro-1H-inden-1-yl)amino)-3-fluoro-3-methylpiperidine-1-carboxylate NC1=NC=CC=C1C1=NC=2C(=NC(=CC2)N2N=CC=C2)N1C=1C=C2CC[C@@H](C2=CC1)NC1C(CN(CC1)C(=O)OC(C)(C)C)(C)F